NC=1C=C(C=C(C1)C(F)(F)F)[C@@H](C)NC1=NC(=NC2=C3C(=C(C=C12)O[C@@H]1COCC1)OCCO3)C N-((R)-1-(3-amino-5-(trifluoromethyl)phenyl)ethyl)-2-methyl-6-(((S)-tetrahydrofurane-3-yl)oxy)-8,9-dihydro-[1,4]dioxino[2,3-h]quinazolin-4-amine